CNC(=O)C1(CC2=CC(=C(C=C2C1)[N+](=O)[O-])[N+](=O)[O-])NC(OC(C)(C)C)=O tert-butyl (2-(methylcarbamoyl)-5,6-dinitro-2,3-dihydro-1H-inden-2-yl)carbamate